IC=1C=CC2=C(C(=CO2)C2C(NC(CC2)=O)=O)C1 3-(5-iodobenzofuran-3-yl)piperidine-2,6-dione